1-(4-methylbenzyl)-1H-indazol-3-amine CC1=CC=C(CN2N=C(C3=CC=CC=C23)N)C=C1